(R)-2-(1-(allyloxy)ethyl)-1-bromo-4-(trifluoromethyl)benzene C(C=C)O[C@H](C)C1=C(C=CC(=C1)C(F)(F)F)Br